N-[[2-[[[4-(aminoiminomethyl)phenyl]amino]methyl]-1-methyl-1H-benzimidazol-5-yl]carbonyl]-N-2-pyridyl-beta-alanine ethyl ester C(C)OC(CCN(C1=NC=CC=C1)C(=O)C1=CC2=C(N(C(=N2)CNC2=CC=C(C=C2)C=NN)C)C=C1)=O